NC[C@]1(OC2=C(C1)C(=C(C=C2)Cl)C2=C(C(=O)N)C=CC(=C2F)OC)C=2N=CSC2 2-((2S,4R)-2-(aminomethyl)-5-chloro-2-(thiazol-4-yl)-2,3-dihydrobenzofuran-4-yl)-3-fluoro-4-methoxybenzamide